CS(=O)(=O)C1=CC=C(C=C1)N1C(N(CC1)C1=CC=CC(=N1)C1=NN=CN1C(CC#N)C)=O 3-(3-(6-(3-(4-(methylsulfonyl)phenyl)-2-oxoimidazolidin-1-yl)pyridin-2-yl)-4H-1,2,4-triazol-4-yl)butanenitrile